(R)-2-(1-cyclopropyl-2-hydroxy-2-methylpropyl)-6-fluoro-4-hydroxy-7-(4-(5-methyl-1,3,4-oxadiazol-2-yl)phenyl)isoindolin-1-one C1(CC1)[C@H](C(C)(C)O)N1C(C2=C(C(=CC(=C2C1)O)F)C1=CC=C(C=C1)C=1OC(=NN1)C)=O